CC1=NOC(=C1C1=CSC2=C1N=CN=C2N[C@H](CN2CCN(CC2)S(=O)(=O)C2=C(N=C(S2)N(C(OC)=O)C)C)C)C methyl N-[5-({4-[(2S)-2-{[7-(3,5-dimethyl-1,2-oxazol-4-yl)thieno[3,2-d]pyrimidin-4-yl]amino}propyl]piperazin-1-yl}sulfonyl)-4-methyl-1,3-thiazol-2-yl]-N-methylcarbamate